5-acrylamido-N-(4-morpholinophenyl)-1H-indazole-3-carboxamide C(C=C)(=O)NC=1C=C2C(=NNC2=CC1)C(=O)NC1=CC=C(C=C1)N1CCOCC1